C1(=CC=CC=C1)C(C)SC(CC1=CC=CC=C1)=S phenyl-dithioacetic acid-1-phenylethyl ester